The molecule is a keto-D-gluconate that is the conjugate base of 3-dehydro-D-gluconic acid, obtained by deprotonation of the carboxy group. It is a keto-D-gluconate and a 3-oxo monocarboxylic acid anion. It is a conjugate base of a 3-dehydro-D-gluconic acid. C([C@H]([C@H](C(=O)[C@H](C(=O)[O-])O)O)O)O